cis-5-(4-(4-(Dimethoxymethyl)piperidin-1-yl)phenyl)-6-(tetrahydro-2H-pyran-4-yl)-5,6,7,8-tetrahydronaphthalen-2-ol COC(C1CCN(CC1)C1=CC=C(C=C1)[C@@H]1C=2C=CC(=CC2CC[C@@H]1C1CCOCC1)O)OC